1,4-bis(5'-aminophenyl)pyrimidine NC=1C=CC=C(C1)N1CN=C(C=C1)C1=CC=CC(=C1)N